N,N',N''-tris(3-dimethylamino-propyl)hexahydrotriazine CN(CCCN1N(N(CCC1)CCCN(C)C)CCCN(C)C)C